6-(((tert-butyldiphenylsilyl)oxy)methyl)-4-hydroxy-2-(4-methoxybenzyl)pyridazin-3(2H)-one tert-Butyl-3-(4-bromobenzoyl)-5-methyl-2-oxo-piperidine-1-carboxylate C(C)(C)(C)OC(=O)N1C(C(CC(C1)C)C(C1=CC=C(C=C1)Br)=O)=O.[Si](C1=CC=CC=C1)(C1=CC=CC=C1)(C(C)(C)C)OCC=1C=C(C(N(N1)CC1=CC=C(C=C1)OC)=O)O